N-(2-(cyclopentylmethoxy)-4-(4,4,5,5-tetramethyl-1,3,2-dioxaborolan-2-yl)phenyl)ethanesulfonamide C1(CCCC1)COC1=C(C=CC(=C1)B1OC(C(O1)(C)C)(C)C)NS(=O)(=O)CC